2-(3-{(1R)-1-[3,5-bis(trifluoromethyl)benzamido]ethyl}pyrazin-2-yl)-N-ethyl-N-methyl-1,3-thiazole-5-carboxamide FC(C=1C=C(C(=O)N[C@H](C)C=2C(=NC=CN2)C=2SC(=CN2)C(=O)N(C)CC)C=C(C1)C(F)(F)F)(F)F